C1(CC1)C(C(C(=O)NC1=CC=C(C=C1)C=1C(=NNC1C)C)C1=NN=C(N1)C1=CC(=NC=C1)OCC)C1CC1 3,3-dicyclopropyl-N-[4-(3,5-dimethyl-1H-pyrazol-4-yl)phenyl]-2-[5-(2-ethoxy-4-pyridyl)-4H-1,2,4-triazol-3-yl]propanamide